2,4-dichloro-5-phenyl-5H-benzo[f]pyrimido[5,4-b]indole ClC=1N=C(C=2N(C=3C=C4C(=CC3C2N1)C=CC=C4)C4=CC=CC=C4)Cl